tert-butyl (R)-3-((6-(2-methoxy-4,6-dimethylphenyl)pyridazin-3-yl)amino)piperidine-1-carboxylate COC1=C(C(=CC(=C1)C)C)C1=CC=C(N=N1)N[C@H]1CN(CCC1)C(=O)OC(C)(C)C